2,2-difluoro-N-[rac-(2R,3S)-1-[1-[(4,4-difluorocyclohexyl)methyl]indazol-5-yl]-5-oxo-2-phenyl-pyrrolidin-3-yl]propanamide FC(C(=O)N[C@@H]1[C@H](N(C(C1)=O)C=1C=C2C=NN(C2=CC1)CC1CCC(CC1)(F)F)C1=CC=CC=C1)(C)F |r|